5-Hydroxy-8,9-dimethoxy-2,2-dimethyl-7-(3-methylbut-2-en-1-yl)-2H,6H-pyrano[3,2-b]xanthen-6-one OC1=C2C(=CC=3OC=4C=C(C(=C(C4C(C13)=O)CC=C(C)C)OC)OC)OC(C=C2)(C)C